CN1C[C@H](OCC1)CO ((S)-4-methylmorpholin-2-yl)methanol